(R)-N-(2-(4-allyl-piperazin-1-yl)-5-((6-(3-(3-fluoro-5-(3-fluorophenoxy)-phenyl)isoxazolidin-2-yl)pyrimidin-4-yl)amino)-4-methoxyphenyl)acrylamide C(C=C)N1CCN(CC1)C1=C(C=C(C(=C1)OC)NC1=NC=NC(=C1)N1OCC[C@@H]1C1=CC(=CC(=C1)OC1=CC(=CC=C1)F)F)NC(C=C)=O